ClC=1C=C(C=CC1Cl)N1CC(N(CC1)C(=O)C1=CC(NC2=CC=C(C=C12)O)=O)C(=O)NCC1OCC1 4-(3,4-dichlorophenyl)-1-(6-hydroxy-2-oxo-1,2-dihydroquinoline-4-carbonyl)-N-(oxetan-2-ylmethyl)piperazine-2-carboxamide